(E)-4-chloro-N-(4-(8-(4-chloro-1,2-dimethyl-6-(trifluoromethyl)-1H-benzo[d]imidazol-5-yl)indolizine-3-carbonyl)-2,6-difluorophenyl)but-2-enamide ClC/C=C/C(=O)NC1=C(C=C(C=C1F)C(=O)C1=CC=C2C(=CC=CN12)C1=C(C2=C(N(C(=N2)C)C)C=C1C(F)(F)F)Cl)F